1-methyl-3-(3-methyl-1,2,4-thiadiazole-5-yl)-1H-indazole-6-formic acid CN1N=C(C2=CC=C(C=C12)C(=O)O)C1=NC(=NS1)C